C(C)(C)(C)N1C(=NC(=C1)C(=O)NC1=C(C=C(C(=C1)C=1C=C(C=2N(C1)C=CN2)N2CCOCC2)Cl)F)F 1-tert-butyl-N-{4-chloro-2-fluoro-5-[8-(morpholin-4-yl)imidazo[1,2-a]pyridin-6-yl]phenyl}-2-fluoroimidazole-4-carboxamide